5-bromo-2-(4-fluorophenyl)-3-(4-methylsulfonylphenyl)thiophene BrC1=CC(=C(S1)C1=CC=C(C=C1)F)C1=CC=C(C=C1)S(=O)(=O)C